OC1=CC=C(C=C1)N1C(N(C2=NC=CC=C21)[C@@H]2CN(CC2)CC=2N(C(=CN2)C(=O)OC(C)(C)C)C)=O tert-Butyl (S)-2-((3-(1-(4-hydroxyphenyl)-2-oxo-1,2-dihydro-3H-imidazo[4,5-b]pyridin-3-yl)pyrrolidin-1-yl)methyl)-1-methyl-1H-imidazole-5-carboxylate